BrC1=C(C(=C(C(=C1F)F)F)Br)F 1,3-dibromo-2,4,5,6-tetrafluorobenzene